(S)-20,28,33-tris(tert-butoxycarbonyl)-2,2-dimethyl-4,18,23,38-tetraoxo-3-oxa-19,24,28,33,37-pentaazahentetracontan-41-oic acid C(C)(C)(C)OC(=O)[C@@H](NC(CCCCCCCCCCCCCC(OC(C)(C)C)=O)=O)CCC(NCCCN(CCCCN(CCCNC(CCC(=O)O)=O)C(=O)OC(C)(C)C)C(=O)OC(C)(C)C)=O